C(N(CC(=O)[O-])CC(=O)O)CN(CC(=O)O)CC(=O)[O-].[Na+].[Na+].CC(=O)N(C)C dimethylacetamide disodium edetate